BrCCCCCCCCC(OCCCCCCCC)OCCCCCCCC 9-bromo-1,1-dioctyloxynonane